(S)-4-ethyl-4-hydroxy-1H-pyrano[3',4':6,7]indolizino[1,2-b]-quinoline-3,14(4H,12H)-dione C(C)[C@]1(C(OCC=2C(N3CC=4C(=NC=5C=CC=CC5C4)C3=CC21)=O)=O)O